(1r,3r)-3-(4-(tert-butyl)-3,5-difluorophenoxy)cyclobutane-1-amine hydrochloride Cl.C(C)(C)(C)C1=C(C=C(OC2CC(C2)N)C=C1F)F